N-(2-((R)-4-cyanothiazolidin-3-yl)-2-oxoethyl)-6-((2s,6s)-2,6-dimethylmorpholino)-quinoline-4-carboxamide C(#N)[C@H]1N(CSC1)C(CNC(=O)C1=CC=NC2=CC=C(C=C12)N1C[C@@H](O[C@H](C1)C)C)=O